C1=C(C=CC2=CC=CC=C12)C=1OC2=C(N1)C=C(C=C2)N2OC(C(O2)(C)C)(C)C 2-(naphthalen-2-yl)-5-(4,4,5,5-tetramethyl-1,3,2-dioxazolidin-2-yl)benzo[d]oxazole